(4-benzoylphenyl)phosphat C(C1=CC=CC=C1)(=O)C1=CC=C(C=C1)OP(=O)([O-])[O-]